(S)-ethyl({1-[3-({2-[(3S,4R)-3-fluoro-4-methoxypiperidin-1-yl]pyrimidin-4-yl}amino)-5-(propan-2-yl)isoquinolin-8-yl]azetidin-3-yl}methyl)imino-λ6-sulfanone C(C)S(=O)=NCC1CN(C1)C=1C=CC(=C2C=C(N=CC12)NC1=NC(=NC=C1)N1C[C@@H]([C@@H](CC1)OC)F)C(C)C